1-(6-fluoropyridin-2-yl)ethane-1-amine FC1=CC=CC(=N1)C(C)N